CN1C=NC2=C1C=CC(=C2)OC2=C(C=C(C=C2)[N+](=O)[O-])C 1-methyl-5-(2-methyl-4-nitro-phenoxy)benzimidazole